6'-fluoro-N-((2-methylfuran-3-yl)methyl)-4'-oxo-3',4'-dihydro-1'H-spiro[piperidine-4,2'-quinoline]-1-carboxamide FC=1C=C2C(CC3(NC2=CC1)CCN(CC3)C(=O)NCC3=C(OC=C3)C)=O